4-(4-hexyloxybenzoyloxy)benzoic acid-R-(+)-2-octyl ester C[C@H](CCCCCC)OC(C1=CC=C(C=C1)OC(C1=CC=C(C=C1)OCCCCCC)=O)=O